di(styryl)biphenyl t-butoxy-(1,1'-biphenyl)-methacrylate C(C)(C)(C)OC1=C(C(=CC=C1)C1=CC=CC=C1)CC(C(=O)O)=C.C(=CC1=CC=CC=C1)C1=CC=C(C=C1)C1=CC=C(C=C1)C=CC1=CC=CC=C1